COC(N(C1=NC=CC=C1)C1=NC(=NC(=N1)NC(C)(C)C)NC1=CC(=NC=C1)C(F)(F)F)=O (4-(tert-butylamino)-6-(2-(trifluoromethyl)pyridin-4-ylamino)-1,3,5-triazin-2-yl)pyridin-2-ylcarbamic acid methyl ester